ClCC(=O)NCC=1C=C2CN(C(C2=CC1)=O)C1C(NC(CC1)=O)=O 2-Chloro-N-((2-(2,6-dioxopiperidin-3-yl)-1-oxoisoindolin-5-yl)methyl)acetamide